rac-(2R,S)-1-[1-(4-fluorophenyl)imidazo[1,5-a]pyridin-6-yl]-5-oxo-2-phenylpyrrolidin FC1=CC=C(C=C1)C=1N=CN2C1C=CC(=C2)N2[C@H](CCC2=O)C2=CC=CC=C2 |r|